N1(CCCCCC1)CCOC1=CC=C(CN2C(=C(C3=CC=CC=C23)C)C2=CC=C(C=C2)O)C=C1 1-[4-(2-azepan-1-yl-ethoxy)-benzyl]-2-(4-hydroxy-phenyl)-3-methyl-1H-indole